methyl (S)-1-(2-amino-3-(p-tolyl)propanoyl)azetidine-3-carboxylate N[C@H](C(=O)N1CC(C1)C(=O)OC)CC1=CC=C(C=C1)C